((4S,5S)-5-benzyl-2,2-dimethyl-1,3-dioxolan-4-yl)methyl sulfamate S(N)(OC[C@@H]1OC(O[C@H]1CC1=CC=CC=C1)(C)C)(=O)=O